2'-(6-acetyl-7,7-dimethyl-6,7-dihydro-5H-pyrrolo[3,4-b]pyridin-2-yl)-3-chloro-4-((3,5-difluoropyridin-2-yl)methoxy-d2)-5',6-dimethyl-2H-[1,4'-bipyridin]-2-one C(C)(=O)N1C(C2=NC(=CC=C2C1)C1=NC=C(C(=C1)N1C(C(=C(C=C1C)OC([2H])([2H])C1=NC=C(C=C1F)F)Cl)=O)C)(C)C